(R)-5-(2-(dimethylamino)ethoxy)-N-(1-(2-(6-(4-hydroxypiperidin-1-yl)pyridin-3-yl)quinolin-4-yl)ethyl)-2-methylbenzamide CN(CCOC=1C=CC(=C(C(=O)N[C@H](C)C2=CC(=NC3=CC=CC=C23)C=2C=NC(=CC2)N2CCC(CC2)O)C1)C)C